(2-hydroxyethyl)nicotinamide OCCC1=C(C(=O)N)C=CC=N1